Cl.CN1C(C=CC2=C1N=CN=C2)=O 8-methyl-7H,8H-pyrido[2,3-d]Pyrimidin-7-one hydrochloride